benzyl (2S,3R)-1-[tert-butyl(dimethyl)silyl]-3-[(2E)-3-chloroprop-2-en-1-yl]-4-oxoazetidine-2-carboxylate [Si](C)(C)(C(C)(C)C)N1[C@@H]([C@H](C1=O)C\C=C\Cl)C(=O)OCC1=CC=CC=C1